C(CCCCCCCCCCCCCCC)(=O)OC(CSC[C@@H](C(NCCCNCCCCNCCCNC(CNC(=O)C1=CC=C(C=C1)CN1C2=NC(=NC(=C2N=C1O)N)NCCCC)=O)=O)NC(CCCCCCCCCCCCCCC)=O)COC(CCCCCCCCCCCCCCC)=O (20R)-1-(4-((6-amino-2-(butylamino)-8-hydroxy-9H-purin-9-yl)methyl)phenyl)-1,4,19-trioxo-20-palmitamido-22-thia-2,5,9,14,18-pentaazapentacosane-24,25-diyl dipalmitate